C1=CC=CC=2C3=CC=CC=C3C(C12)COC(=O)NC(C(=O)O)CCC=C 2-[[(9H-Fluoren-9-ylmethoxy)carbonyl]amino]-5-hexenoic acid